C(C)C1=C(C=CC(=N1)N)C1=CSC2=C1C=C(C=C2)C 6-ethyl-5-(5-methylbenzothien-3-yl)pyridin-2-amine